O=C1NC(CCC1N1C(C2=CC=CC(=C2C1)OCC(=O)O)=O)=O ((2-(2,6-dioxopiperidin-3-yl)-1-oxoisoindolin-4-yl)oxy)acetic acid